OC(COC=1C=CC=2N(C1)N=CC2C#N)CC 6-(2-hydroxybutoxy)pyrazolo[1,5-a]pyridine-3-carbonitrile